5-(N-(5-Bromo-2-fluorophenylethyl)sulfamoyl)-3-methylbenzofuran-2-carboxylate BrC=1C=CC(=C(C1)CCNS(=O)(=O)C=1C=CC2=C(C(=C(O2)C(=O)[O-])C)C1)F